(S)-2-(diethylamino)-5-(2-(trimethylsilyl)ethoxy)pentanoic acid C(C)N([C@H](C(=O)O)CCCOCC[Si](C)(C)C)CC